P(=O)([O-])([O-])[O-].[Fe+2].P(=O)([O-])([O-])[O-].[Fe+2].[Fe+2] Iron (II) phosphate